P(=O)(OCC(C(Cl)(CC(CBr)Br)CC(CBr)Br)Cl)([O-])[O-] bis(2,3-dibromopropyl)-2,3-dichloropropyl phosphate